ClC1=CC=C(C=C1)C(CCC=C)=O 1-p-chlorophenyl-4-penten-1-one